BrC1=CC(=C(NC1=O)C(=O)N)C 5-bromo-1,6-dihydro-3-methyl-6-oxo-2-pyridinecarboxamide